2-(pyridin-2-yl)-5-(2-(pyrrolidin-1-yl)ethoxy)pyrimidine N1=C(C=CC=C1)C1=NC=C(C=N1)OCCN1CCCC1